ClC1=C(C(=O)O)C=C(C=C1OCC1CNC(C1)=O)F Chloro-5-fluoro-3-[(5-oxopyrrolidin-3-yl)methoxy]benzoic acid